C(C)(C)(C)OC(=O)N1[C@H](CN(CC1)C1=NC(=NC=2C[C@@]3(CCC12)CC1=CC=CC(=C1CC3)F)SC)COC (R)-4-((R)-5-fluoro-2'-(methylthio)-3,4,5',8'-tetrahydro-1H,6'H-spiro[naphthalene-2,7'-quinazoline]-4'-yl)-2-(methoxymethyl)piperazine-1-carboxylic acid tert-butyl ester